3-(benzenesulfonyl)thiophene C1(=CC=CC=C1)S(=O)(=O)C1=CSC=C1